NC=1C=2N(C=CN1)C(=NC2C2=CC=C(C(=O)NC1=NC=CC=C1)C=C2)[C@H]2N(CCC2)C(C#CC2CC2)=O (S)-4-(8-Amino-3-(1-(3-cyclopropylpropioloyl)pyrrolidin-2-yl)imidazo[1,5-a]pyrazin-1-yl)-N-(pyridin-2-yl)benzamide